OC1=CC=C(C(=O)N/N=C(\C)/C2=CC=CC=C2)C=C1 (E)-4-hydroxy-N'-(1-phenylethylidene)benzohydrazide